N-(2-(8-azaspiro[4.5]decan-8-yl)-5-(trifluoromethyl)phenyl)-5-(tetrahydro-2H-pyran-4-yl)furan-2-carboxamide C1CCCC12CCN(CC2)C2=C(C=C(C=C2)C(F)(F)F)NC(=O)C=2OC(=CC2)C2CCOCC2